BrC1=CC=C2C(=N1)SC(=N2)NC(OC(C)(C)C)=O tert-butyl (5-bromothiazolo[5,4-b]pyridin-2-yl)carbamate